(E)-4-((4-aminobut-2-en-1-yl)amino)-3-methoxy-5-nitrobenzoic acid methyl ester hydrochloride Cl.COC(C1=CC(=C(C(=C1)[N+](=O)[O-])NC\C=C\CN)OC)=O